(R)-5-((4-bromo-2,6-difluorophenyl)amino)-4-((tert-butoxycarbonyl)amino)-5-oxopentanoic acid benzyl ester C(C1=CC=CC=C1)OC(CC[C@H](C(=O)NC1=C(C=C(C=C1F)Br)F)NC(=O)OC(C)(C)C)=O